[Ag].[V].[Ni].[Ti].[Al] aluminum-titanium-nickel-vanadium-silver